(R)-3-(3-chloro-4-fluorophenyl)-1-(1-(2-(2-hydroxyethyl)-1-oxo-1,2-dihydroisoquinolin-4-yl)ethyl)-1-methylurea ClC=1C=C(C=CC1F)NC(N(C)[C@H](C)C1=CN(C(C2=CC=CC=C12)=O)CCO)=O